4-(Isoindolin-2-ylmethyl)-1-methyl-7-((1-(methylsulfonyl)piperidin-4-yl)methoxy)-1H-indazole C1N(CC2=CC=CC=C12)CC1=C2C=NN(C2=C(C=C1)OCC1CCN(CC1)S(=O)(=O)C)C